COC1=C(C=CC=C1)C1=NC(=NC=C1)SCCC(=O)O 3-((4-(methoxyphenyl)pyrimidin-2-yl)thio)propanoic acid